FC=1C=C(C(=NC1)C)[C@@H]1N(CCC1)C1=NC=2N(C=C1)N=CC2C(=O)NC2(CC2)C (R)-5-(2-(5-fluoro-2-methylpyridin-3-yl)pyrrolidin-1-yl)-N-(1-methylcyclopropyl)pyrazolo[1,5-a]pyrimidine-3-carboxamide